C=C1N(CCCC1[IH]I)C 2-methylene-N-methyl-piperidinyliodoiodide